2,8-diazaspiro[4.5]decane-2-carboxylic acid benzyl ester C(C1=CC=CC=C1)OC(=O)N1CC2(CC1)CCNCC2